5-AMINO-2-[(4-aminophenyl)AMINO]benzenesulfonic acid NC=1C=CC(=C(C1)S(=O)(=O)O)NC1=CC=C(C=C1)N